(3-(3,6-difluoro-9H-carbazol-9-yl)-2-hydroxypropyl)-3-ethyltetrahydropyrimidin-2(1H)-one FC=1C=CC=2N(C3=CC=C(C=C3C2C1)F)CC(CN1C(N(CCC1)CC)=O)O